COC1CC(C1)C(=O)NC(NC1=CC(=C(C=C1)OC=1C=NC(=NC1)N1CCOCC1)C)=O 3-methoxy-N-((3-methyl-4-((2-morpholinopyrimidin-5-yl)oxy)phenyl)carbamoyl)cyclobutane-1-carboxamide